4-((4,6-bis(octylthio)-1,3,5-triazin-2-yl)amino)-2,6-di-t-butylphenol C(CCCCCCC)SC1=NC(=NC(=N1)SCCCCCCCC)NC1=CC(=C(C(=C1)C(C)(C)C)O)C(C)(C)C